(R)-2-((S)-1,3,4,5-tetrahydrobenzo[c]oxazepin-1-yl)pyrrolidine N1(OCCCC2=C1C=CC=C2)[C@H]2NCCC2